C(CCCCCCCCCCCCCCCCCCC)N n-eicosyl-amine